(2,2-dimethyl-1,3-dioxan-5-yl)methyl (9Z,12Z)-octadeca-9,12-dienoate C(CCCCCCC\C=C/C\C=C/CCCCC)(=O)OCC1COC(OC1)(C)C